FC(CN1C(=NC2=C1C=C(C=C2)C2=CNC=1N=C(N=CC12)NC1CC(C1)(C(=O)N(C)C)C)C)F 3-((5-(1-(2,2-difluoroethyl)-2-methyl-1H-benzo[d]imidazol-6-yl)-7H-pyrrolo[2,3-d]pyrimidin-2-yl)amino)-N,N,1-trimethylcyclobutane-1-carboxamide